(R)-3-(3-chloro-4-fluorophenyl)-1-(1-(1-oxo-1,2-dihydroisoquinolin-4-yl)ethyl)-1-propylurea ClC=1C=C(C=CC1F)NC(N(CCC)[C@H](C)C1=CNC(C2=CC=CC=C12)=O)=O